C(C)OC(=O)CC(C)C=1C2=CC=CC=C2C(=C2C=CC=CC12)C(CC(=O)OCC)C 9,10-bis(ethoxycarbonylpropylene)anthracene